COC1=C(C(=CC=C1)OC)N1C(=CC=2C1=NC(=CN2)CS(=O)(=O)N)C2=NC(=CC=C2)OCC (5-(2,6-Dimethoxyphenyl)-6-(6-ethoxypyridin-2-yl)-5H-pyrrolo[2,3-b]pyrazin-3-yl)methanesulfonamide